OC1=C(C=C(C=C1N1N=C2C(=N1)C=CC=C2)C)CC2=C(C(=CC(=C2)C)N2N=C1C(=N2)C=CC=C1)O bis[2-Hydroxy-5-methyl-3-(benzotriazol-2-yl)phenyl]-methan